N,N,N-trimethyl-N-(2-propenyl)ammonium C[N+](CC=C)(C)C